[2-chloro-4-[[3-[3-(trifluoromethyl)-1H-pyrazol-4-yl]imidazo[1,2-a]pyrazin-8-yl]amino]phenyl]-[4-[(3R,4R)-3-hydroxypiperidine-4-carbonyl]piperazin-1-yl]methanone formate C(=O)O.ClC1=C(C=CC(=C1)NC=1C=2N(C=CN1)C(=CN2)C=2C(=NNC2)C(F)(F)F)C(=O)N2CCN(CC2)C(=O)[C@H]2[C@H](CNCC2)O